1-(3-chloropyridin-2-yl)-3-phenyl-N-(1-(phenylcarbamoyl)cyclopropyl)-1H-pyrazole-5-carboxamide ClC=1C(=NC=CC1)N1N=C(C=C1C(=O)NC1(CC1)C(NC1=CC=CC=C1)=O)C1=CC=CC=C1